P(O)(O)OCC[N+](C)(C)C Choline phosphite